N12CCN([C@@H](CC1)C2)C(=O)C2CCN(CC2)C2=C(C=NC=C2F)C2=NC=1N(C=C2F)N=C(C1C(=O)N)N |r| (4-(4-((SR)-1,4-diazabicyclo[3.2.1]octane-4-carbonyl)piperidin-1-yl)-5-fluoropyridin-3-yl)-2-amino-6-fluoropyrazolo[1,5-a]pyrimidine-3-carboxamide